ClCC=1C=NC2=CC=C(C=C2C1)C1CC1 3-(chloromethyl)-6-cyclopropylquinolin